3-((3-fluoro-4-methylphenyl)sulfonamido)-N-(1-isopropyl-1H-pyrazol-5-yl)benzamide FC=1C=C(C=CC1C)S(=O)(=O)NC=1C=C(C(=O)NC2=CC=NN2C(C)C)C=CC1